5-fluoro-6-formyl-pyridine-3-carboxylic acid FC=1C=C(C=NC1C=O)C(=O)O